C(#N)C1=CC=2N(N=C1)C(=CC2)C2=CC(=C(C=N2)C2=NN=C(S2)N2[C@H]1CC(C[C@@H]2CC1)NC(C)=O)NC(C)C N-((1R,3r,5S)-8-(5-(6-(3-cyanopyrrolo[1,2-b]pyridazin-7-yl)-4-(isopropylamino)pyridin-3-yl)-1,3,4-thiadiazol-2-yl)-8-azabicyclo[3.2.1]octan-3-yl)acetamide